CC1=C(C=2N(C=C1C1=C(C=3N=C(SC3N1)C1CCN(CC1)CC(=O)N(C)C)C(C)C)N=CN2)C 2-(4-(5-(7,8-dimethyl-[1,2,4]triazolo[1,5-a]pyridin-6-yl)-6-isopropyl-4H-pyrrolo[3,2-d]thiazol-2-yl)piperidin-1-yl)-N,N-dimethylacetamide